2-[4-(1,3-benzothiazol-2-ylmethyl)piperazin-1-yl]-6-isobutyl-pyridine-3-carbonitrile S1C(=NC2=C1C=CC=C2)CN2CCN(CC2)C2=NC(=CC=C2C#N)CC(C)C